tert-Butyl (3R,4S)-4-hydroxy-3-isobutyl-3,4-dihydro-1H-isoquinoline-2-carboxylate O[C@@H]1[C@H](N(CC2=CC=CC=C12)C(=O)OC(C)(C)C)CC(C)C